methyl (2E)-2-[cyclopropylmethyl-[4-(methoxymethyl)-3-oxo-1,4-benzoxazin-5-yl]hydrazono]propanoate C1(CC1)CN(\N=C(\C(=O)OC)/C)C1=CC=CC2=C1N(C(CO2)=O)COC